4-chloro-5-(2-chloro-4-fluorophenyl)-2-methyl-3(2H)-pyridazinone ClC=1C(N(N=CC1C1=C(C=C(C=C1)F)Cl)C)=O